N-cyclohexyl-5-(6-methyl-7-oxo-6,7-dihydro-5H-pyrrolo[3,4-b]pyridin-3-yl)-2-naphthamide C1(CCCCC1)NC(=O)C1=CC2=CC=CC(=C2C=C1)C=1C=C2C(=NC1)C(N(C2)C)=O